C(C)(C)(C)OC(=O)N1C(CCC(=CC1)C1=C(C(=CC=2CCOC21)NC2=NC(=CC(=N2)C)NC)C)O[Si](C)(C)C(C)(C)C tert-butyl-2-[tert-butyl(dimethyl)silyl]oxy-5-[6-methyl-5-[{4-methyl-6-(methylamino)-pyrimidin-2-yl}amino]-2,3-dihydrobenzofuran-7-yl]-2,3,4,7-tetrahydroazepine-1-carboxylate